disodium mesylate S(C)(=O)(=O)[O-].[Na+].[Na+].S(C)(=O)(=O)[O-]